C1CC12NC(COC2)C2=CC=C(C=C2)N2C(=CC1=C2N=CN(C1=O)CC1(CCN(CC1)C(C1=CC=C(C=C1)Cl)=O)O)Cl 7-(4-(7-Oxa-4-azaspiro[2.5]octan-5-yl)phenyl)-6-chloro-3-((1-(4-chlorobenzoyl)-4-hydroxypiperidin-4-yl)methyl)-3,7-dihydro-4H-pyrrolo[2,3-d]pyrimidin-4-one